CN1CCN(CC1)CCCN2C3=CC=CC=C3SC4=C2C=C(C=C4)S(=O)(=O)N(C)C The molecule is a phenothiazine derivative in which the phenothiazine tricycle has a dimethylaminosulfonyl substituent at the 2-position and a 3-(4-methylpiperazin-1-yl)propyl group at N-10. It has a role as a phenothiazine antipsychotic drug. It is a member of phenothiazines, a N-alkylpiperazine, a N-methylpiperazine and a sulfonamide.